(E)-N-(2,2-dimethoxyethyl)-1-(3-fluoro-5-methoxyphenyl)methanimine COC(C/N=C/C1=CC(=CC(=C1)OC)F)OC